(1S,3R)-3-((5-amino-8-bromo-3-ethylpyrido[3,4-b]pyrazin-2-yl)amino)cyclopentane NC1=NC=C(C=2C1=NC(=C(N2)NC2CCCC2)CC)Br